2-(5-chloro-1-((trans)-1-cyclobutyl-3-fluoropiperidin-4-yl)-1H-pyrazol-4-yl)-5-fluoro-N4-methylpyrimidine-2,4-diamine ClC1=C(C=NN1[C@H]1[C@@H](CN(CC1)C1CCC1)F)C1(NC=C(C(=N1)NC)F)N